C(C)(C)(C)OC(=O)N1C[C@@H](OCC1)C#CC=1C(=NC(=CC1)C)OCC1=C(C=C(C=C1F)C(=O)OC(C)(C)C)F (S)-2-((2-((4-(tert-butoxycarbonyl)-2,6-difluorobenzyl)oxy)-6-methylpyridin-3-yl)ethynyl)morpholine-4-carboxylic acid tert-butyl ester